5-(3-((4'-chloro-5,5-dimethyl-3,4,5,6-tetrahydro-[1,1'-biphenyl]-2-yl)methyl)-3,6-diazabicyclo[3.1.1]heptan-6-yl)-2-(2,6-dioxopiperidin-3-yl)-6-fluoroisoindoline ClC1=CC=C(C=C1)C1=C(CCC(C1)(C)C)CN1CC2N(C(C1)C2)C=2C=C1CN(CC1=CC2F)C2C(NC(CC2)=O)=O